C(C)[C@@H]1N(CCCC1)C(C[C@@H](C(N[C@@H](C)C1=NC2=C(N1)C=CC=C2F)=O)NC(=O)C2=NOC(=C2)C)=O N-[(1S)-3-[(2S)-2-ethyl-1-piperidyl]-1-[[(1S)-1-(4-fluoro-1H-benzimidazol-2-yl)ethyl]carbamoyl]-3-oxo-propyl]-5-methyl-isoxazole-3-carboxamide